2-[(4-fluorophenyl)methyl]-2-azaspiro[3.3]heptan-6-yl (2R,5S)-2,5-dimethyl-4-[5-(trifluoromethyl)pyrazin-2-yl]piperazine-1-carboxylate C[C@H]1N(C[C@@H](N(C1)C1=NC=C(N=C1)C(F)(F)F)C)C(=O)OC1CC2(CN(C2)CC2=CC=C(C=C2)F)C1